7-bromo-1-(4-methoxybenzyl)-3,4-dihydroquinolin-2(1H)-one BrC1=CC=C2CCC(N(C2=C1)CC1=CC=C(C=C1)OC)=O